C(N)(=O)C=1C=NC(=C(C1)C=1C=C2C=NN(C2=CC1)C)C1=CC(=C(C=C1)C#N)F 3-carbamoyl-6-(4-cyano-3-fluorophenyl)-5-(1-methyl-1H-indazol-5-yl)pyridine